N[N+]1=CC=C(C=C1)C1=CC=[N+](C=C1)N 1,1'-diamino-4,4'-bipyridinium